ClC=1C=C2C(=CN1)NC(=C2)C(=O)NC2CCC(CC2)(C)C 5-chloro-N-(4,4-dimethylcyclohexyl)-1H-pyrrolo[2,3-c]pyridine-2-carboxamide